NC1=NC=CC=C1C1=NC=2C(=NC(=CC2)C2=CC=CC=C2)N1C1=CC=C(CN2CCN(CCC2)C2=NC=CC(=N2)C#N)C=C1 2-(4-(4-(2-(2-aminopyridin-3-yl)-5-phenyl-3H-imidazo[4,5-b]pyridin-3-yl)benzyl)-1,4-diazepan-1-yl)pyrimidine-4-carbonitrile